C(C)N1N(C2=CC(=CC=C2C1=O)NC1=CC=C(C=C1)N1CCC(CC1)C(F)(F)F)C(=O)OC(C)(C)C tert-butyl 2-ethyl-3-oxo-6-((4-(4-(trifluoromethyl) piperidin-1-yl) phenyl) amino)-2,3-dihydro-1H-indazole-1-carboxylate